FC1=C(C(=CC(=C1)F)OC)C1(CC1)C(=O)O 1-(2,4-difluoro-6-methoxyphenyl)cyclopropane-1-carboxylic acid